tert-Butyl {2-[2-acetyl-5-(benzyloxy)-4-methoxyphenyl]ethyl}carbamate C(C)(=O)C1=C(C=C(C(=C1)OC)OCC1=CC=CC=C1)CCNC(OC(C)(C)C)=O